ClC=1C=C(C=C(C1)Cl)C1(CC(=NN1)C1=NN=C(O1)S)C(F)(F)F 5-(5-(3,5-dichlorophenyl)-5-(trifluoromethyl)-4,5-dihydro-1H-pyrazol-3-yl)-1,3,4-oxadiazole-2-thiol